N-(5-fluoro-1-methyl-1H-1,3-benzodiazol-2-yl)-5-[(morpholin-4-yl)methyl]-1,3-benzoxazol-2-amine FC1=CC2=C(N(C(=N2)NC=2OC3=C(N2)C=C(C=C3)CN3CCOCC3)C)C=C1